N-((2-methoxypyridin-3-yl)methyl)pyrrolidin-3-amine COC1=NC=CC=C1CNC1CNCC1